7-[5-(3,5-dichlorophenyl)-4,5-dihydro-5-(trifluoro-methyl)-3-isoxazolyl]-N-[(1R)-1-methyl-2-(methylamino)-2-oxoethyl]-thieno[2,3-c]pyridine-4-carboxamide ClC=1C=C(C=C(C1)Cl)C1(CC(=NO1)C1=NC=C(C2=C1SC=C2)C(=O)N[C@@H](C(=O)NC)C)C(F)(F)F